NC(CC1=CC2=C(C=CO2)C=C1)C 6-(2-aminopropyl)-benzofuran